4-[3-[2-[(3,4-Dichlorophenyl)methylamino]-2-oxoethyl]-4-oxoquinazolin-6-yl]-N-(3,5-dimethyl-1,2-oxazol-4-yl)piperazine-1-carboxamide ClC=1C=C(C=CC1Cl)CNC(CN1C=NC2=CC=C(C=C2C1=O)N1CCN(CC1)C(=O)NC=1C(=NOC1C)C)=O